pyrimidopyridinecarboxylic acid methyl ester COC(=O)C=1N=CC2=C(C=CC=N2)N1